B(C1=CC=CC=C1NC(=O)OC(C)(C)C)(O)O (2-BOC-AMINOPHENYL)BORONIC ACID